6-(1-methylbenzimidazol-4-yl)-3-(4-morpholinoanilino)-5-(2-pyridylamino)pyrazine CN1C=NC2=C1C=CC=C2C2=C(N=C(C=N2)NC2=CC=C(C=C2)N2CCOCC2)NC2=NC=CC=C2